BrC=1C=CC(=C(C1)C1N(C=CC=C1)CC1=C(C=C(C=C1)OC)OC)CC(C)C 2-(5-bromo-2-isobutylphenyl)-N-(2,4-dimethoxybenzyl)pyridin